3,4-Epoxycyclohexylmethyl 3,4-epoxycyclohexanecarboxylate C1(CC2C(CC1)O2)C(=O)OCC2CC1C(CC2)O1